N-methyl-N-cyclopropyl-sulfonamide CN(S(=O)=O)C1CC1